C1(CCCCCC(=O)O1)=O Heptanedioic acid anhydride